CC1(N=C(OC1)C1=NC2=CC=C(C=C2C(=N1)N)N)C (4,4-dimethyl-4,5-dihydrooxazol-2-yl)quinazoline-4,6-diamine